(2S)-2-[(tert-butoxycarbonyl)amino]-3-[3-(dihydroxyboranyl)-6-fluoro-2-[(4-methoxyphenyl)methoxy]phenyl]propanoic acid C(C)(C)(C)OC(=O)N[C@H](C(=O)O)CC1=C(C(=CC=C1F)B(O)O)OCC1=CC=C(C=C1)OC